C(C)C(=[Se])[C@H](O)[C@@H](O)[C@H](O)[C@H](O)CO ethylselenoglucose